OCCOCCOCCOCCOCCOCCOCCC1=C(C(=O)N)C=CC=C1OC (20-hydroxy-3,6,9,12,15,18-hexaoxaeicosan-1-yl)-3-methoxybenzamide